C(#N)[C@]1([C@H](C1)C(F)F)C(=O)NC=1C=NC(=NC1)C=1N=NN(C1NC(O[C@H](C)C=1C(=NC=C(C1)F)Cl)=O)C (R)-1-(2-chloro-5-fluoropyridin-3-yl)ethyl (4-(5-((1S,2S)-1-cyano-2-(difluoromethyl)cyclopropane-1-carboxamido)pyrimidin-2-yl)-1-methyl-1H-1,2,3-triazol-5-yl)carbamate